1-(2-(1-benzyl-2,5-dimethyl-1H-pyrrol-3-yl)-2-oxoethyl)-5-iodopyridin-2(1H)-one C(C1=CC=CC=C1)N1C(=C(C=C1C)C(CN1C(C=CC(=C1)I)=O)=O)C